FC1=CC=C(CO[C@@H](C(=O)N[C@@H](C)C2=CC=C(C(=O)O)C=C2)C(C)C)C=C1 4-((S)-1-((R)-2-((4-fluorobenzyl)oxy)-3-methylbutanamido)ethyl)benzoic acid